OCC(C(=O)[O-])=O hydroxypyruvate